(4aR,6R,7R,8S,8aR)-methyl 8-(4-(3-fluorophenyl)-1H-1,2,3-triazol-1-yl)-7-((methylsulfonyl)oxy)-2-phenylhexahydropyrano[3,2-d][1,3]dioxine-6-carboxylate FC=1C=C(C=CC1)C=1N=NN(C1)[C@@H]1[C@H]([C@@H](O[C@H]2[C@@H]1OC(OC2)C2=CC=CC=C2)C(=O)OC)OS(=O)(=O)C